N1-((6-amino-2-(1-(m-tolyl)piperidin-4-yl)pyridin-3-yl)methyl)-N1,N2-dimethylethane-1,2-diamine NC1=CC=C(C(=N1)C1CCN(CC1)C=1C=C(C=CC1)C)CN(CCNC)C